(S)-2-(4-chlorophenyl)oxirane ClC1=CC=C(C=C1)[C@@H]1OC1